(R)-6-ethyl-4-methyl-3,8-bis(1-methyl-1H-pyrazol-3-yl)-2-(2-methylpiperazin-1-yl)quinoline C(C)C=1C=C2C(=C(C(=NC2=C(C1)C1=NN(C=C1)C)N1[C@@H](CNCC1)C)C1=NN(C=C1)C)C